Bis(4-tert-butylcyclohexyl) peroxydicarbonate C(=O)(OC1CCC(CC1)C(C)(C)C)OOC(=O)OC1CCC(CC1)C(C)(C)C